C(=C)(C)C1=CC=C(C(=O)N)C=C1 4-isopropenylbenzamide